FC1(CC2(CC(C2)(C(=O)OCC)[N+]#[C-])C1)F Ethyl 6,6-difluoro-2-isocyanospiro[3.3]heptane-2-carboxylate